C(C)(=O)OC[C@@]12[C@@H](OC(O1)(C)C)C[C@@H]1C([C@H]2C1)(C)C ((3aS,4R,6R,7aS)-2,2,5,5-tetramethyltetrahydro-4,6-methanobenzo[d][1,3]dioxol-3a(4H)-yl)methyl acetate